OC(=O)C(F)(F)F.S1C=NC=C1C(=O)N thiazole-5-carboxamide TFA salt